ClC1=C(C=CC(=N1)OCC1=C(C=C(C#N)C=C1)F)F 4-(((6-chloro-5-fluoropyridin-2-yl)oxy)methyl)-3-fluorobenzonitrile